4-(4-(aminomethyl)benzyl)-2-phenyl-1,2,4-thiadiazolidine-3,5-dione NCC1=CC=C(CN2C(N(SC2=O)C2=CC=CC=C2)=O)C=C1